C(C)(C)(C)OC(=O)N(CCCCOCCOC1=NC=2C=C(C=CC2C2=C1N=C(N=C2)SC)C(=O)OC)CC2=CC(=C(C=C2)OC(F)(F)F)Cl Methyl 5-(2-(4-((tert-butoxycarbonyl)(3-chloro-4-(trifluoromethoxy)benzyl)amino)butoxy)ethoxy)-3-(methylthio)pyrimido[4,5-c]quinoline-8-carboxylate